5-{3-[2-hydroxy-6-methyl-4-(trifluoromethyl)phenyl]-7H-pyrrolo[2,3-c]pyridazin-7-yl}bicyclo[3.1.1]heptan-1-ol OC1=C(C(=CC(=C1)C(F)(F)F)C)C1=CC2=C(N=N1)N(C=C2)C21CCCC(C2)(C1)O